2-bromo-5,6,8,9-tetrahydro-7H-benzocyclohepten-7-one BrC=1C=CC2=C(CCC(CC2)=O)C1